1-tert-butyl 2-methyl (2S)-4-(trifluoromethanesulfonyloxy)-2,5-dihydropyrrole-1,2-dicarboxylate FC(S(=O)(=O)OC1=C[C@H](N(C1)C(=O)OC(C)(C)C)C(=O)OC)(F)F